(4-phenoxyphenyl)-1-[(3R)-1-[2,3,4,5-tetrafluoro-6-(trifluoromethyl)phenyl]sulfonylpyrrolidin-3-yl]pyrazolo[3,4-d]pyrimidin-4-amine O(C1=CC=CC=C1)C1=CC=C(C=C1)C1=NN(C2=NC=NC(=C21)N)[C@H]2CN(CC2)S(=O)(=O)C2=C(C(=C(C(=C2C(F)(F)F)F)F)F)F